1-fluoro-9,10-bis(2-naphthoyloxy)anthracene FC1=CC=CC2=C(C3=CC=CC=C3C(=C12)OC(=O)C1=CC2=CC=CC=C2C=C1)OC(=O)C1=CC2=CC=CC=C2C=C1